C(C)N(C1CCN(CC1)CC(=O)N1[C@@H](CCC1)C#N)C=1C=C2C=CC=NC2=CC1 (2S)-1-[2-[4-[ethyl(6-quinolyl)amino]-1-piperidyl]acetyl]pyrrolidine-2-carbonitrile